2-isopropylacridinium C(C)(C)C1=CC2=CC3=CC=CC=C3[NH+]=C2C=C1